BrC=1C(=C(C=O)C(=C(C1OC)OC)O)CCCCCCCCCCBr 3-bromo-2-(10-bromodecyl)-6-hydroxy-4,5-dimethoxy-benzaldehyde